FC(S(=O)(=O)OC1=CCC2=CC(=C(C=C12)Cl)OCCCl)(F)F 5-chloro-6-(2-chloroethoxy)-1H-inden-3-yl trifluoromethanesulfonate